1-((2-(2-hydroxyethoxy)pyrimidin-4-yl)methyl)-4-(3-(4-(trifluoromethyl)phenyl)imidazo[1,5-a]pyridin-1-yl)pyridin-2(1H)-one OCCOC1=NC=CC(=N1)CN1C(C=C(C=C1)C=1N=C(N2C1C=CC=C2)C2=CC=C(C=C2)C(F)(F)F)=O